COCC1CN(CCO1)C(=O)OC(C)(C)C Tert-Butyl 2-(methoxymethyl)morpholine-4-carboxylate